C1=CC=CC2=C(C3=CC=CC=C3C(=C12)C1=CC=C(C=C1)C=1SC2=C(N1)C=CC(=C2)C)C2=CC=C(C=C2)C=2SC1=C(N2)C=CC(=C1)C 2,2'-(9,10-Anthracendiyl-di-4,1-phenylen)bis-[6-methyl-benzothiazol]